C(C1CO1)C1=C(C=CC2=CC=CC=C12)CC1CO1 1,2-diglycidyl-naphthalene